2,2,2-trifluoroethyl-p-toluenesulfonate FC(COS(=O)(=O)C1=CC=C(C)C=C1)(F)F